hydroxylaminecarboxylic acid sodium salt [Na+].N(O)C(=O)[O-]